ClC1=C(C=CC=C1N)C1=C(C(=CC=C1)N)C 2-chloro-2'-methyl-[1,1'-biphenyl]-3,3'-diamine